4-(((R)-1-(2-chlorophenyl)-2-methylpropyl)amino)-2,5-difluoro-N-((R,E)-4-(methylsulfonyl)but-3-en-2-yl)benzamide ClC1=C(C=CC=C1)[C@@H](C(C)C)NC1=CC(=C(C(=O)N[C@H](C)\C=C\S(=O)(=O)C)C=C1F)F